ClC1=C(N=C(NC1=O)C1=CC=NC=C1)N1CCN(CCC1)S(=O)(=O)C 5-chloro-4-(4-methylsulfonyl-1,4-diazepan-1-yl)-2-(4-pyridyl)-1H-pyrimidin-6-one